C1(=CC=C(C=C1)C1(C(C=CC=C1)C)CC#N)C 2-(p-tolyl)-2-tolylacetonitrile